F[Si](OC(C(C(C(C(C(C(C(F)(F)F)(F)F)(F)F)(F)F)(F)F)(F)F)(F)F)(F)F)(F)F perfluorooctyloxysilane